[Na+].OCCCCS(=O)(=O)[O-] 4-hydroxybutanesulfonic acid sodium salt